N-(8-((2,2-difluoroethyl)amino)-5-(5-methoxybenzo[d]oxazol-2-yl)-2,7-naphthyridin-3-yl)cyclopropanecarboxamide FC(CNC=1N=CC(=C2C=C(N=CC12)NC(=O)C1CC1)C=1OC2=C(N1)C=C(C=C2)OC)F